(R)-1-(3-(Pentafluoro-λ6-sulfanyl)phenyl)ethan-1-amine FS(C=1C=C(C=CC1)[C@@H](C)N)(F)(F)(F)F